2-(1-acryloyl-4-(7-(3,4-dihydroquinolin-1(2H)-yl)-2-((1-methylpiperidin-4-yl)amino)-5,6,7,8-tetrahydroquinazolin-4-yl)piperazin-2-yl)acetonitrile C(C=C)(=O)N1C(CN(CC1)C1=NC(=NC=2CC(CCC12)N1CCCC2=CC=CC=C12)NC1CCN(CC1)C)CC#N